(2-aminoethyl)aminopropyl-triisopropoxysilane NCCNCCC[Si](OC(C)C)(OC(C)C)OC(C)C